2,6-Bis-(bis-(2-pyridylmethyl)aminomethyl)-4-methyl-phenol N1=C(C=CC=C1)CN(CC1=NC=CC=C1)CC1=C(C(=CC(=C1)C)CN(CC1=NC=CC=C1)CC1=NC=CC=C1)O